CC1=C(C2=C(N=N1)SC1=C2N=CN=C1NC(C)C1=CC=C(C=C1)C(C)(C)O)C 2-[4-[1-[(3,4-dimethylpyrimidino[4',5':4,5]thieno[2,3-c]pyridazin-8-yl)amino]ethyl]phenyl]propan-2-ol